1,1,3,3-tetrakis(3-methoxy-4-hydroxyphenyl)propane COC=1C=C(C=CC1O)C(CC(C1=CC(=C(C=C1)O)OC)C1=CC(=C(C=C1)O)OC)C1=CC(=C(C=C1)O)OC